ClC1=NNC=2C=3C=NN4CCCN(C(=NC12)C1=C(C=CC=C1F)F)C34 5-chloro-8-(2,6-difluorophenyl)-3,4,7,9,13,14-hexazatetracyclo[7.6.1.02,6.013,16]hexadeca-1(16),2(6),4,7,14-pentaene